N-(2-(4-(dimethylamino)piperidin-1-yl)-4-methoxy-5-((4-((2-(N-methylmethylsulfonamido)phenyl)amino)thieno[3,2-d]pyrimidin-2-yl)amino)phenyl)acrylamide CN(C1CCN(CC1)C1=C(C=C(C(=C1)OC)NC=1N=C(C2=C(N1)C=CS2)NC2=C(C=CC=C2)N(S(=O)(=O)C)C)NC(C=C)=O)C